2,9,10-trimethoxy-13-(pent-4-en-1-yl)-3-(pent-4-yn-1-yloxy)-5,6-dihydroisoquinolino[3,2-a]isoquinolin-7-ium COC=1C(=CC=2CC[N+]3=C(C2C1)C(=C1C=CC(=C(C1=C3)OC)OC)CCCC=C)OCCCC#C